N-(3-methoxy-3-methylbutyl)benzamide COC(CCNC(C1=CC=CC=C1)=O)(C)C